CC1=C(C(=C(C=C1O)OC)O)C/C=C(\\C)/CC/C=C(\\C)/CC/C=C(\\C)/CC/C=C(\\C)/CC/C=C(\\C)/CC/C=C(\\C)/CC/C=C(\\C)/CC/C=C(\\C)/CC/C=C(\\C)/CCC=C(C)C The molecule is a polyprenylhydroquinone in which the polyprenyl substituent is decaprenyl at C-2; additional methyl and methoxy groups are also present at positions C-3 and C-6 respectively. It is a polyprenylhydroquinone and a member of hydroquinones.